C(C)N(C(OC(C)(C)C)=O)C1CCN(CC1)C=1C2=CN(N=C2C(=C(C1)F)C(NC=1C=C(C2=CN(N=C2C1)C)F)=O)C tert-butyl N-ethyl-N-[1-[6-fluoro-7-[(4-fluoro-2-methylindazol-6-yl)-carbamoyl]-2-methyl-indazol-4-yl]-4-piperidyl]carbamate